2-([5-(3-Cyclopropoxyphenyl)-1-(2,5-dichlorophenyl)-1H-pyrazol-3-yl]-methoxy)-2-methylpropanoic acid C1(CC1)OC=1C=C(C=CC1)C1=CC(=NN1C1=C(C=CC(=C1)Cl)Cl)COC(C(=O)O)(C)C